C12COCC(CCC1)N2C=2SC=C(N2)C2=CC=C(C(=C2OCC(=O)NCCCCCCCCCCNC(C2=CC=C(C=C2)N2C(NC(CC2)=O)=O)=O)F)F N-(10-(2-(6-(2-(3-oxa-9-azabicyclo-[3.3.1]nonan-9-yl)thiazol-4-yl)-2,3-difluorophenoxy)acetamido)decyl)-4-(2,4-dioxotetrahydropyrimidin-1(2H)-yl)benzamide